6-chloro-9-(2,6-difluoro-3-methylbenzyl)-2-(methylthio)-9H-purine ClC1=C2N=CN(C2=NC(=N1)SC)CC1=C(C(=CC=C1F)C)F